4-(3,8-diazabicyclo[3.2.1]octan-3-yl)-6-[2-(methoxymethoxy)-phenyl]pyridazin-3-amine C12CN(CC(CC1)N2)C2=C(N=NC(=C2)C2=C(C=CC=C2)OCOC)N